C1(CC1)C=1C(=NSC1C(=O)NC1=CC(=NC=C1)C(F)(F)F)C=1C=NC=C(C1)C 4-CYCLOPROPYL-3-(5-METHYLPYRIDIN-3-YL)-N-(2-(TRIFLUOROMETHYL)PYRIDIN-4-YL)ISOTHIAZOLE-5-CARBOXAMIDE